O=C1NC(CCC1N1C(N(C2=C1C=CC(=C2)CCCCCCN2CCN(CC2)C(=O)OC(C)(C)C)C)=O)=O Tert-butyl 4-[6-[1-(2,6-dioxo-3-piperidyl)-3-methyl-2-oxo-benzimidazol-5-yl]hexyl]piperazine-1-carboxylate